BrC=1C=C(C=CC1)N1C(N=C2C(C1=O)=CC=CN2CC=2C=NC(=NC2)Cl)=O 3-(3-bromophenyl)-8-((2-chloropyrimidin-5-yl)methyl)pyrido[2,3-d]pyrimidine-2,4(3H,8H)-dione